CC1(C(N(C(N1CC1=CC(=NC=C1)NC(=O)NC1=CC(=CC=C1)F)=O)C1=CC=C(C=C1)SC(F)(F)F)=O)C 1-(4-((5,5-dimethyl-2,4-dioxo-3-(4-((trifluoromethyl)thio)phenyl)imidazolidin-1-yl)methyl)pyridin-2-yl)-3-(3-fluorophenyl)urea